[Si](C)(C)(C(C)(C)C)O[C@H]1[C@H](N([C@@H](C1)CC#N)C(=O)OC(C)(C)C)C tert-butyl (2R,3R,5R)-3-[(tert-butyldimethylsilyl)oxy]-5-(cyanomethyl)-2-methylpyrrolidine-1-carboxylate